BrC=1C=2C=3N(C(=NC2C=CC1)N[C@H]1C(NCCCC1)=O)N=C(N3)C=3C=NN(C3)C (3R)-3-{[10-bromo-2-(1-methyl-1H-pyrazol-4-yl)[1,2,4]triazolo[1,5-c]quinazolin-5-yl]amino}azepan-2-one